nitroso nitrate [N+](=O)(ON=O)[O-]